iridium (III) bis[(dimethylphenyl)cyclopentylquinoline] CC=1C(=C(C=CC1)C=1C(=NC2=CC=CC=C2C1)C1CCCC1)C.CC=1C(=C(C=CC1)C=1C(=NC2=CC=CC=C2C1)C1CCCC1)C.[Ir+3]